difluoro-2-(3-(2-morpholinoethoxy)phenyl)acetamide FC(C(=O)N)(C1=CC(=CC=C1)OCCN1CCOCC1)F